COC=1C=C(C=CC1[N+](=O)[O-])N1CCC(CC1)N1CCN(CC1)C(=O)OC(C)(C)C tert-Butyl 4-[1-(3-methoxy-4-nitro-phenyl)-4-piperidyl]piperazine-1-carboxylate